OC1=CC=C(C=C1)/C(=C(\CC)/C1=CC=CC=C1)/C1=CC=C(OCCCN2CC(CCC2)OCCC=2C=C3CN(C(C3=CC2)=O)C2C(NC(CC2)=O)=O)C=C1 (Z)-3-(5-(2-((1-(3-(4-(1-(4-hydroxyphenyl)-2-phenylbut-1-en-1-yl)phenoxy)propyl)piperidin-3-yl)oxy)ethyl)-1-oxoisoindolin-2-yl)piperidine-2,6-dione